8-(2-methylpropyl)pyrido[2,3-d]pyrimidin-7(8H)-one CC(CN1C(C=CC2=C1N=CN=C2)=O)C